di-n-propylpropanediol C(CC)C(C(O)O)(C)CCC